(R)-1-(4-amino-5-(3-chloro-1H-pyrrolo[2,3-b]pyridin-2-yl)-9,9-dimethyl-8,9-dihydropyrazino[1',2':1,5]pyrrolo[2,3-d]pyrimidin-7(6H)-yl)propan-2-ol NC=1C2=C(N=CN1)N1C(=C2C2=C(C=3C(=NC=CC3)N2)Cl)CN(CC1(C)C)C[C@@H](C)O